mercapto-1-propanol (3-mercaptopropionate) SCCC(=O)OC(CC)S